FC(C(=O)ON)(F)F 1-amino trifluoroacetate